4H-thieno[2',3':4,5]pyrrolo[3,2-b]pyridine-6-carboxylic acid methyl ester COC(=O)C=1C=C2C(=NC1)C1=C(N2)C=CS1